COC1=CC=C(CN(S(=O)(=O)C2=CC3=C(O2)CCCCC3=O)CC3=CC=C(C=C3)OC)C=C1 N,N-bis(4-methoxybenzyl)-4-oxo-5,6,7,8-tetrahydro-4H-cyclohepta[b]furan-2-sulfonamide